C(CC)C(CCC)NC(=O)C=1C=CC2=C(N=CO2)C1 benzooxazole-5-carboxylic acid (1-propylbutyl)amide